2-(4-cyano-2-methoxy-phenoxy)-N-(3-pyridyl)-5-(trifluoromethyl)pyridine-3-carboxamide C(#N)C1=CC(=C(OC2=NC=C(C=C2C(=O)NC=2C=NC=CC2)C(F)(F)F)C=C1)OC